C(C)(C)(C)OC(=O)NCCS(=O)(=O)C1=C(SC=C1)C(=O)OC methyl 3-((2-((tert-butoxycarbonyl)amino)ethyl)sulfonyl)thiophene-2-carboxylate